BrC=1C(=C(N(C1)CCCBr)C(=O)OC)Cl methyl 4-bromo-1-(3-bromopropyl)-3-chloro-1H-pyrrole-2-carboxylate